CC1=C(C(NC(N1)=S)C1=CC=C(C=C1)C(F)(F)F)C(=O)N1CCCCC1 (6-Methyl-2-thioxo-4-(4-(trifluoromethyl)phenyl)-1,2,3,4-tetrahydropyrimidin-5-yl)(piperidin-1-yl)methanone